tert-butyl (5-azaspiro[2.4]heptan-1-yl)carbamate hydrochloride Cl.C1(CC12CNCC2)NC(OC(C)(C)C)=O